P(=O)(O)(O)O.FC=1C=C(C=CC1C=1C=NC(=CC1)C=1N=NN(N1)C=C)N1C(O[C@@H](C1)CO)=O (S)-3-(3-fluoro-4-(6-(2-vinyl-2H-tetrazol-5-yl)pyridin-3-yl)phenyl)-5-(hydroxymethyl)oxazolidin-2-one phosphate